(3S)-7-((S)-4-acryloyl-2-methylpiperazin-1-yl)-9-chloro-3-((4-(2,2-difluoroethyl)piperazin-1-yl)methyl)-10-(2,4-difluorophenyl)-2H-[1,4]thiazino[2,3,4-ij]quinazolin-5(3H)-one C(C=C)(=O)N1C[C@@H](N(CC1)C1=NC(N2C3=C(C(=C(C=C13)Cl)C1=C(C=C(C=C1)F)F)SC[C@@H]2CN2CCN(CC2)CC(F)F)=O)C